FC(C(=O)O)(F)F.N1N=CC=2C1=NC=NC2N 1H-pyrazolo[3,4-d]pyrimidin-4-amine trifluoroacetate